tert-butyl N-[3-[[4-[(5-bromo-1-methyl-imidazole-2-carbonyl)amino]-2-ethyl-benzoyl]amino]propyl]carbamate BrC1=CN=C(N1C)C(=O)NC1=CC(=C(C(=O)NCCCNC(OC(C)(C)C)=O)C=C1)CC